C1NCC12CC(C2)N2CC1=C(C(=C(C=C1CC2)O)N2CC(NS2(=O)=O)=O)F 5-[2-(2-azaspiro[3.3]heptan-6-yl)-8-fluoro-6-hydroxy-1,2,3,4-tetrahydroisoquinolin-7-yl]-1λ6,2,5-thiadiazolidine-1,1,3-trione